C(C)(C)(C)OC(=O)N1CC(C1)N1CC2=CC=C(C=C2C1)[N+](=O)[O-] 3-(5-nitroisoindolin-2-yl)azetidine-1-carboxylic acid tert-butyl ester